(S)-3-phenoxypyrrolidine O(C1=CC=CC=C1)[C@@H]1CNCC1